OC1=CC=C(C=C1)CC1=C(C=C(C(=C1)CC1=CC=C(C=C1)O)O)O 4,6-bis[(4-hydroxyphenyl)methyl]1,3-benzenediol